[Na].[Cu].[Na] sodium copper sodium